1-(3-hydroxypropyl)pyrrolidine-3-carbonitrile OCCCN1CC(CC1)C#N